COCC1=CC(=NN1CCOCCOCCOCC#C)C(=O)OCC ethyl 5-(methoxymethyl)-1-(2-(2-(2-(prop-2-yn-1-yloxy)ethoxy)ethoxy)ethyl)-1H-pyrazole-3-carboxylate